5-bromo-2-(2-(methoxymethyl)-7-methylquinoxalin-5-yl)thiazole BrC1=CN=C(S1)C1=C2N=CC(=NC2=CC(=C1)C)COC